Cl.Cl.C(C(C)C)C1=C(OCCN2CCN(CC2)C)C=CC(=C1)C (2-(2-Isobutyl-4-methylphenoxy)ethyl)-4-methylpiperazine dihydrochloride